BrC=1C=C(C(=C(C(=O)N(CC2=CC=C(C=C2)OC)C(C(=O)NC(C)(C)C)C2=C(C=CC(=C2)F)Cl)C1)F)[N+](=O)[O-] 5-bromo-N-(2-(tert-butylamino)-1-(2-chloro-5-fluorophenyl)-2-oxoethyl)-2-fluoro-N-(4-methoxybenzyl)-3-nitrobenzamide